C1=CC=CC=2C3=CC=CC=C3C(C12)N([C@H](C(=O)O)CC1=CC(=CC=C1)C(F)(F)F)C(=O)OC (2S)-2-(9H-fluoren-9-yl-methoxycarbonylamino)-3-[3-(trifluoromethyl)phenyl]propanoic acid